tert-butyl (2R,3S)-2-[[(2S,3R,4R,5S,6S)-6-(furo[3,2-d]pyrimidin-4-ylamino)-4,5-dihydroxy-2-methyl-tetrahydropyran-3-yl] carbamoyl]-3-hydroxy-pyrrolidine-1-carboxylate N1=CN=C(C2=C1C=CO2)N[C@@H]2[C@H]([C@@H]([C@H]([C@@H](O2)C)NC(=O)[C@@H]2N(CC[C@@H]2O)C(=O)OC(C)(C)C)O)O